[Cl-].C(C(=C)C)(=O)NCCC[N+](C)(C)C 3-(methacryloylamino)-propyltrimethylammonium chloride